5-(((2,6-bis(bis(2-methoxyethyl)amino)-8-(4-(1-methyl-1H-1,2,4-triazol-3-yl)piperazin-1-yl)pyrimido[5,4-d]pyrimidin-4-yl)amino)methyl)-2-fluorobenzonitrile COCCN(C=1N=C(C2=C(N1)C(=NC(=N2)N(CCOC)CCOC)N2CCN(CC2)C2=NN(C=N2)C)NCC=2C=CC(=C(C#N)C2)F)CCOC